FC(C(=O)O)(F)F.O=C1OCC2=CC=C(C=C12)NC([C@H](CCCNC(=O)N)N)=O (S)-2-amino-5-ureido-pentanoic acid (3-oxo-1,3-dihydro-isobenzofuran-5-yl)amide trifluoroacetate